4-(6-methoxy-3-pyridyl)-3-(3,4,5-trimethoxyphenyl)-1H-pyrazolo[3,4-b]pyridine COC1=CC=C(C=N1)C1=C2C(=NC=C1)NN=C2C2=CC(=C(C(=C2)OC)OC)OC